C(C)(=O)C1=CC=C(C=C1)S(=O)(=N)C S-(4-Acetylphenyl)-S-methyl-sulfoximine